1-(4-(5,5-dimethyl-1,3,2-dioxaborinan-2-yl)-2-methoxybenzyl)-3-(4-methoxy-3-(pentyloxy)phenyl)-5-methylenetetrahydropyrimidin-2(1H)-one CC1(COB(OC1)C1=CC(=C(CN2C(N(CC(C2)=C)C2=CC(=C(C=C2)OC)OCCCCC)=O)C=C1)OC)C